FC=1C=C(C=CC1F)CC(=O)N 2-(3,4-difluorophenyl)acetamide